2-((2-(4-((tert-Butoxycarbonyl)amino)but-1-en-2-yl)-3,4-difluorophenyl)amino)-5-fluoro-4-(trifluoromethyl)benzoic acid C(C)(C)(C)OC(=O)NCCC(=C)C1=C(C=CC(=C1F)F)NC1=C(C(=O)O)C=C(C(=C1)C(F)(F)F)F